3-(2-aminothiazolo[4,5-b]pyrazin-6-yl)-3-hydroxy-cyclobutanecarbonitrile NC=1SC=2C(=NC=C(N2)C2(CC(C2)C#N)O)N1